ClC=1C2=CN(N=C2C=CC1C1=NNC2=NC(=CN=C21)N2C[C@@H]1[C@]([C@@H]1CC2)(C2=C(C=CC=C2)F)CN)C(C)C ((1S,6R,7R)-3-(3-(4-chloro-2-isopropyl-2H-indazol-5-yl)-1H-pyrazolo[3,4-b]pyrazin-6-yl)-7-(2-fluorophenyl)-3-azabicyclo[4.1.0]heptan-7-yl)methanamine